O=S1(NCS(CN1C1=C(C=C(C=C1Cl)Cl)Cl)(=O)=O)=O 1,1,4,4-tetraoxido-6-(2,4,6-trichlorophenyl)-1,4,2,6-dithiadiazinane